CC(C)C1=CC=C(C=C1)O 4-(2-propyl)-phenol